C(C)(=O)NCC1=CC=C(C=C1)C=1N=C(C2=C(N1)C=C(S2)CN(C2=NC=C(C=N2)C(=O)NO)C)N2CCOCC2 2-(((2-(4-(acetamidomethyl)phenyl)-4-morpholinothieno[3,2-d]pyrimidin-6-yl)methyl)(methyl)amino)-N-hydroxypyrimidine-5-carboxamide